10,10-dimethyl-10a-[(1E)-2-[3-(pentyloxy)phenyl]ethenyl]-3H,4H,10H,10aH-pyrimido[1,2-a]indole CC1(C2(N(C=3C=CC=CC13)CCC=N2)\C=C\C2=CC(=CC=C2)OCCCCC)C